(S)-5-(tert-butyl)-N-(2-methyl-4-(6-(2-methyl-4-(oxetan-3-yl)piperazin-1-yl)pyrrolo[2,1-f][1,2,4]triazin-4-yl)benzyl)-1,2,4-oxadiazole-3-carboxamide trifluoroacetate FC(C(=O)O)(F)F.C(C)(C)(C)C1=NC(=NO1)C(=O)NCC1=C(C=C(C=C1)C1=NC=NN2C1=CC(=C2)N2[C@H](CN(CC2)C2COC2)C)C